4-(4-(2,5-Diazabicyclo[2.2.2]octan-2-yl)-2-(((S)-1-(methyl-d3)pyrrolidin-2-yl)methoxy-d2)-5,8-dihydropyrido[3,4-d]pyrimidin-7(6H)-yl)-5,6-difluoronaphthalen-2-ol C12N(CC(NC1)CC2)C=2C1=C(N=C(N2)OC([2H])([2H])[C@H]2N(CCC2)C([2H])([2H])[2H])CN(CC1)C1=CC(=CC2=CC=C(C(=C12)F)F)O